2-N'-silyl-5-trimethoxysilylpentane-1,2,2-triamine [SiH3]NC(CN)(CCC[Si](OC)(OC)OC)N